(3S,4R)-1-[(4-chloro-3,5-difluoro-1H-indol-2-yl)carbonyl]-4-fluoro-N-[2-(3-fluoroazetidin-1-yl)ethyl]pyrrolidin-3-amine ClC1=C2C(=C(NC2=CC=C1F)C(=O)N1C[C@@H]([C@@H](C1)F)NCCN1CC(C1)F)F